2-(2,6-dichloropyrimidin-4-yl)propan-2-ol ClC1=NC(=CC(=N1)C(C)(C)O)Cl